O=C1OC2=C(C=C1C(=O)OCC#C)C=CC=C2 2-Propyn-1-yl 2-oxo-2H-1-benzopyran-3-carboxylate